CC(C)(CCC(C)(OO)C)OO 2,5-dimethyl-2,5-diperoxylhexane